C(C(=C)C)(=O)OCCC[Si](CC)(CC)OCC γ-methacryloyloxy-propyl-ethoxy-diethyl-silane